CC1=C2COC(C2=CC=C1[C@@H]1OC1)=O (S)-4-methyl-5-(oxiran-2-yl)isobenzofuran-1(3H)-one